2-[3-(dimethoxy(methyl)silyl)propyl]-1,1,3,3-tetramethylguanidine CO[Si](CCCN=C(N(C)C)N(C)C)(C)OC